COC(=O)C=1C=C2C(=C(N1)C)OC(=C2)C=2C(=C(C=CC2)C2=CC=CC=C2)C 7-methyl-2-(2-methylbiphenyl-3-yl)furo[2,3-c]pyridine-5-carboxylic acid methyl ester